C(C)(C)(C)OC(=O)N1CC2C(C2(CC1)C1=CC(=C(C(=O)O)C=C1)C)(F)F 4-(3-(tert-butoxycarbonyl)-7,7-difluoro-3-azabicyclo[4.1.0]heptan-6-yl)-2-methylbenzoic acid